5-[(1S,3S)-2,2-Dimethyl-3-{3-[3-(trifluoromethyl)phenyl]-1,2,4-oxadiazol-5-yl}cyclopropyl]pyridine-2-sulfonamide CC1([C@H]([C@@H]1C1=NC(=NO1)C1=CC(=CC=C1)C(F)(F)F)C=1C=CC(=NC1)S(=O)(=O)N)C